NC1=NC=C2C(=N1)N(C(N(C2)C2=C(C=CC=C2C)F)=O)[C@H]2CCN(CCC2)C(=O)OC(C)(C)C tert-butyl (4R)-4-[7-amino-3-(2-fluoro-6-methyl-phenyl)-2-oxo-4H-pyrimido[4,5-d]pyrimidin-1-yl]azepane-1-carboxylate